C[C@H]1N(CCOC1)C=1C2=C(N=C(N1)C1=C3C(=NC=C1)NC=C3)C(=CS2)C=2C(=NNC2)C (R)-3-Methyl-4-(7-(3-methyl-1H-pyrazol-4-yl)-2-(1H-pyrrolo[2,3-b]pyridin-4-yl)Thieno[3,2-d]pyrimidin-4-yl)morpholine